C(CCC)S(=O)(=O)N1CCC(CC1)N(C(=O)C=1N=CC2=CC=CC=C2C1)C N-(1-(butylsulfonyl)piperidin-4-yl)-N-methylisoquinoline-3-carboxamide